4-(4-aminophenoxy)-3-butylbenzenamine NC1=CC=C(OC2=C(C=C(C=C2)N)CCCC)C=C1